sodium (3S)-3-(4-chloro-3-{[(2R,3R)-2-(4-chlorophenyl)-4,4,4-trifluoro-3-methylbutanoyl]amino}phenyl)-3-cyclopropylpropanoate ClC1=C(C=C(C=C1)[C@@H](CC(=O)[O-])C1CC1)NC([C@H]([C@H](C(F)(F)F)C)C1=CC=C(C=C1)Cl)=O.[Na+]